NCC#CC1=C(C(=O)OC(C)(F)F)C=CC(=C1)NC(CCCNC(C[C@H]1C=2N(C3=C(C(=N1)C1=CC=C(C=C1)Cl)C(=C(S3)C)C)C(=NN2)C)=O)=O 1,1-difluoroethyl (S)-2-(3-aminoprop-1-yn-1-yl)-4-(4-(2-(4-(4-chlorophenyl)-2,3,9-trimethyl-6H-thieno[3,2-f][1,2,4]triazolo[4,3-a][1,4]diazepin-6-yl)acetamido)butanamido)benzoate